C(=O)(O)CCCCCCCCCCSSCCCCCCCCCCC(=O)O bis(10-carboxy decyl) disulfide